C(C)C1=C(C=CC(=C1)N)NC1=CC=CC=C1 2-ethyl-(N-phenyl)-1,4-phenylenediamine